S(CC(CSCCS)S)CC(CSCCS)S 3,3'-thiobis(1-(2-mercaptoethyl)thiopropane-2-thiol)